N-[4-(Chlorodifluoromethoxy)phenyl]-6-[(3R)-3-hydroxypyrrolidin-1-yl]-5-(1H-pyrazol-5-yl)pyridine-3-carboxamide ClC(OC1=CC=C(C=C1)NC(=O)C=1C=NC(=C(C1)C1=CC=NN1)N1C[C@@H](CC1)O)(F)F